4-[5-fluoro-2-methoxy-4-[4-(piperazin-1-ylmethyl)-1-piperidyl]phenyl]-1-(2-hydroxyphenyl)-3,3-dimethyl-azetidin-2-one FC=1C(=CC(=C(C1)C1C(C(N1C1=C(C=CC=C1)O)=O)(C)C)OC)N1CCC(CC1)CN1CCNCC1